1,17-bis(2-octylcyclopropyl)heptadecan-9-yl 4-(dimethylamino)butanoate CN(CCCC(=O)OC(CCCCCCCCC1C(C1)CCCCCCCC)CCCCCCCCC1C(C1)CCCCCCCC)C